methyl (S)-2-benzylsulfanyl-1-(oxetan-2-ylmethyl)-1H-benzo[d]imidazole-6-carboxylate C(C1=CC=CC=C1)SC1=NC2=C(N1C[C@H]1OCC1)C=C(C=C2)C(=O)OC